(2r,4r)-1-(3-chloro-2-fluorobenzyl)-4-((5-fluoro-4-methyl-6-((5-methyl-1H-pyrazol-3-yl) amino) pyridin-2-yl) methyl)-2-methylpiperidine-4-carboxylate ClC=1C(=C(CN2[C@@H](C[C@@](CC2)(C(=O)[O-])CC2=NC(=C(C(=C2)C)F)NC2=NNC(=C2)C)C)C=CC1)F